FC1=CC=C(C=C1)N(C1CCN(CC1)C(=O)OC(C)(C)C)C1=CC=C(C=C1)OC=C tert-butyl 4-((4-fluorophenyl)(4-(vinyloxy)phenyl)amino)piperidine-1-carboxylate